N-(6-((1H-pyrazol-1-yl)methyl)-4-methoxybenzo[d]isoxazol-3-yl)-8-methoxy-5-methyl-2,3,4,5-tetrahydrobenzo[b][1,4]oxazepine-9-sulfonamide N1(N=CC=C1)CC1=CC2=C(C(=NO2)NS(=O)(=O)C2=C(C=CC3=C2OCCCN3C)OC)C(=C1)OC